FN1COC=CN1 3-fluoro-1,3,4-oxadiazine